C(CCCCCCCCC)(=O)O.C(CCCCCCCCC)(=O)O.IC1=CC=CC=C1 iodobenzene didecanoate